(Z)-3-hexene-1-ol C(C\C=C/CC)O